methyl 3-[(Z)-2-(2-aminopyrimidin-5-yl)-1-fluoroethenyl]-4-(difluoromethoxy)benzoate NC1=NC=C(C=N1)\C=C(/F)\C=1C=C(C(=O)OC)C=CC1OC(F)F